CN1C(N(C2=C1C=C(C=C2)C2CCN(CC2)C2(CC2)C2CCNCC2)C2CNCCC2)=O 3-[3-methyl-2-oxo-5-[1-[1-(4-piperidyl)cyclopropyl]-4-piperidyl]benzimidazol-1-yl]piperidine